lithium iron phosphate silicon [Si+4].P(=O)([O-])([O-])[O-].[Fe+2].[Li+]